5-(benzyl-(2-ethoxy-2-oxoethyl)amino)pentanoic acid ethyl ester C(C)OC(CCCCN(CC(=O)OCC)CC1=CC=CC=C1)=O